OCC1(C(COC1)NC=1C=C(C(=O)OC)C=CC1[N+](=O)[O-])C Methyl 3-((4-(hydroxymethyl)-4-methyltetrahydrofuran-3-yl)amino)-4-nitrobenzoate